4-((6-methanesulfonyl-1,3-benzodiazol-1-yl)methyl)phenylboronic acid CS(=O)(=O)C=1C=CC2=C(N(C=N2)CC2=CC=C(C=C2)B(O)O)C1